molybdenum oxide bis(2-ethylhexyl)dithiophosphate C(C)C(CSP(=S)(OCC(CCCC)CC)[O-])CCCC.[Mo+]=O